(2S,4r)-1-[(2S)-2-[4-[2-(dimethylaminosulfonyl)ethyl]triazol-1-yl]-3,3-dimethyl-butyryl]-4-hydroxy-N-methyl-pyrrolidine-2-carboxamide CN(S(=O)(=O)CCC=1N=NN(C1)[C@H](C(=O)N1[C@@H](C[C@H](C1)O)C(=O)NC)C(C)(C)C)C